C(CC(C)C)N1C=2C=CC(=CC2C=2C=C3C(=C(C12)C)C=CN=C3)OCCN3CCOCC3 4-(2-((6-isopentyl-5-methyl-6H-pyrido[4,3-b]carbazol-9-yl)oxy)ethyl)morpholine